(2S,4R)-N-((R)-1-(4-carbamimidoylthiophen-2-yl)ethyl)-1-((4-(4-fluorophenoxy)benzoyl)glycyl)-4-(methylthio)pyrrolidine-2-carboxamide C(N)(=N)C=1C=C(SC1)[C@@H](C)NC(=O)[C@H]1N(C[C@@H](C1)SC)C(CNC(C1=CC=C(C=C1)OC1=CC=C(C=C1)F)=O)=O